C(C1=CC=CC=C1)OC1=NC=NC(=C1C1=NC=C2C(=N1)N(N=C2)CC2=CC=C(C=C2)C=2N(C=C(N2)C(F)(F)F)C)C2CC2 6-(4-(benzyloxy)-6-cyclopropylpyrimidin-5-yl)-1-(4-(1-methyl-4-(trifluoromethyl)-1H-imidazol-2-yl)benzyl)-1H-pyrazolo[3,4-d]pyrimidine